[Si](C1=CC=CC=C1)(C1=CC=CC=C1)(C(C)(C)C)OCC(CN[C@@H](CC1=CNC2=CC=C(C=C12)OC)C)(F)F (R)-3-((tert-butyldiphenylsilyl)oxy)-2,2-difluoro-N-(1-(5-methoxy-1H-indole-3-yl)propan-2-yl)propan-1-amine